ClC(=O)OCCC=C 3-butenyl chloroformate